FC1(CCCC=2C(=NN(C12)C1=NC=CN=C1)C(=O)NC1(CCCC1)CO)F 7,7-difluoro-N-(1-(hydroxymethyl)cyclopentyl)-1-(pyrazin-2-yl)-4,5,6,7-tetrahydro-1H-indazole-3-carboxamide